C1(=CC=CC=C1)COC(=O)[C@@]1(CN(C[C@@H]1CC=C)C([C@@H](NC(=O)OC(C)(C)C)C)=O)NC(=O)OC(C)(C)C (3R,4S)-4-allyl-1-((tert-butoxycarbonyl)-L-alanyl)-3-((tert-butoxycarbonyl)amino)pyrrolidine-3-carboxylic acid phenylmethyl ester